[Si](C)(C)(C(C)(C)C)OC=1C=CC(=C(C1)CCC(=O)OC(C)(C)C)O tert-butyl 3-(5-((tert-butyldimethylsilyl)oxy)-2-hydroxyphenyl)propanoate